C1(=CC=CC=C1)C#CC(=O)[O-] phenylpropiolic acid anion